2-carboxyethyleneoxide C(=O)(O)C1CO1